4,4'-thiobis(thiophenol) S(C1=CC=C(C=C1)S)C1=CC=C(C=C1)S